4,4,14-trimethylcholesta-8,24-dien-3β-ol CC1(C2CCC=3[C@@]4(CC[C@H]([C@@H](CCC=C(C)C)C)[C@]4(CCC3[C@]2(CC[C@@H]1O)C)C)C)C